3-(4-(((3-(((8-(2-(2,6-dioxopiperidin-3-yl)-1-oxoisoindolin-5-yl)oct-7-yn-1-yl)(methyl)amino)methyl)phenyl)thio)methyl)-1H-1,2,3-triazol-1-yl)-N-hydroxybenzamide O=C1NC(CCC1N1C(C2=CC=C(C=C2C1)C#CCCCCCCN(C)CC=1C=C(C=CC1)SCC=1N=NN(C1)C=1C=C(C(=O)NO)C=CC1)=O)=O